BrC1=CC(=C(C=C1)S(=O)(=O)N1C[C@@H]([C@@](C1)(CO)O)S(=O)(=O)C1=CC=C(C#N)C=C1)C(F)(F)F 4-(((3S,4R)-1-((4-bromo-2-(trifluoromethyl)phenyl)sulfonyl)-4-hydroxy-4-(hydroxymethyl)pyrrolidin-3-yl)sulfonyl)benzonitrile